2-diaminomethyl-cyclobutane oxalate C(C(=O)O)(=O)O.NC(C1CCC1)N